CNC=1C(=CC=CC1)NC N,N'-dimethylbenzenediamine